ClC=1C=C(C=C(C1O)Cl)C1(CCCCC1)C1=CC(=C(C(=C1)Cl)O)Cl 1,1-bis(3,5-dichloro-4-hydroxyphenyl)Cyclohexane